[Ca+2].O=C[C@@H](O)[C@@H](O)[C@H](O)[C@H](O)C(=O)[O-].O=C[C@@H](O)[C@@H](O)[C@H](O)[C@H](O)C(=O)[O-] D-mannuronate calcium